FC=1C=C2C(=CC=NC2=CC1)NC=1C=C(C(=O)NC2=CC(=CC=C2)NC2=CC=NC=C2)C=CN1 2-((6-fluoroquinolin-4-yl)amino)-N-(3-(pyridin-4-ylamino)phenyl)isonicotinamide